1-(ISOCYANOMETHYL)-4-METHYLBENZENE [N+](#[C-])CC1=CC=C(C=C1)C